FC1=C(C(=CC=C1)F)C1=N[C@H](C2=NC(=CN2C=2SC=3CCCOCC3C12)C)C (7S)-9-(2,6-difluorophenyl)-4,7-dimethyl-13-oxa-18-thia-2,5,8-triazatetracyclo[8.8.0.02,6.011,17]octadeca-1(10),3,5,8,11(17)-pentaene